3-(5,5'-Difluoro-6'-methyl-[3,4'-bipyridyl]-2'-yl)-5-(pyridin-4-yl)-1,2,4-oxadiazole FC=1C=C(C=NC1)C1=CC(=NC(=C1F)C)C1=NOC(=N1)C1=CC=NC=C1